COC=1C=C(C=CC1OC)C=1NC2=CC=C(C=C2C1CC)C(=O)N1[C@@H](CCC1)COC (S)-(2-(3,4-dimethoxyphenyl)-3-ethyl-1H-indol-5-yl)(2-(methoxymethyl)pyrrolidin-1-yl)methanone